N-[(2-Amino-3-pyridyl)sulfonyl]-6-(3,4-dimethoxyphenyl)-2-[(4S)-2,2,4-trimethylpyrrolidin-1-yl]pyridin-3-carboxamid NC1=NC=CC=C1S(=O)(=O)NC(=O)C=1C(=NC(=CC1)C1=CC(=C(C=C1)OC)OC)N1C(C[C@@H](C1)C)(C)C